N-Methyl-2'-(4-methyl-4H-1,2,4-triazol-3-yl)-5-nitro-[1,1'-biphenyl]-3-carboxamide CNC(=O)C=1C=C(C=C(C1)[N+](=O)[O-])C1=C(C=CC=C1)C1=NN=CN1C